2-phenoxy-2-(phenylthio)acetonitrile O(C1=CC=CC=C1)C(C#N)SC1=CC=CC=C1